3-(2-(3,4-dimethoxyphenyl)-3-ethyl-1H-indol-5-yl)-5-(1-isopropylpiperidin-4-yl)-1,2,4-oxadiazole COC=1C=C(C=CC1OC)C=1NC2=CC=C(C=C2C1CC)C1=NOC(=N1)C1CCN(CC1)C(C)C